bis-(dihydropyridyl)-decane N1(CC=CC=C1)C(CCCCCCCCC)N1CC=CC=C1